OCC1=CC(=NC=N1)C1=CN=C2N1N=C(C=C2)NC(C)C2=C(C=CC(=C2)F)O 3-(6-hydroxymethylpyrimidin-4-yl)-N-(1-(5-fluoro-2-hydroxyphenyl)ethyl)imidazo[1,2-b]pyridazin-6-amine